FC1=C2C(=NNC(C2=CC=C1)=O)C1=CC=C(C=C1)C(F)(F)F 5-fluoro-4-(4-(trifluoromethyl)phenyl)phthalazin-1(2H)-one